1-((4-(n-pentyloxy)phenyl)ethynyl)-2,5-difluoro-4-(1-propynyl)benzene C(CCCC)OC1=CC=C(C=C1)C#CC1=C(C=C(C(=C1)F)C#CC)F